6-chloro-3-(((R)-1-(2-cyano-3-((S)-3-fluoro-3-(methoxymethyl)pyrrolidin-1-yl)-7-methylquinoxalin-5-yl)ethyl)amino)picolinic acid ClC1=CC=C(C(=N1)C(=O)O)N[C@H](C)C1=C2N=C(C(=NC2=CC(=C1)C)C#N)N1C[C@@](CC1)(COC)F